CC1=CC=C(C=N1)CN (6-methyl-pyridin-3-yl)methanamine